6'-(((1S,3S)-3-((5-(difluoromethoxy)-1,2,4-thiadiazol-3-yl)amino)cyclopentyl)amino)-2H-[1,3'-bipyridinyl]-2-one FC(OC1=NC(=NS1)N[C@@H]1C[C@H](CC1)NC1=CC=C(C=N1)N1C(C=CC=C1)=O)F